NC=1C=C(N(C)CC2=CN=CN2C(=O)OC(C)(C)C)C=CC1 tert-butyl 5-[(3-amino-N-methyl-anilino)methyl]imidazole-1-carboxylate